C1(CC1)C(C=CS(=O)(=O)C)NC(=O)C=1C=C2C(=NC1OC1=CC=CC=C1)N(C=N2)C N-(1-cyclopropyl-3-(methylsulfonyl)allyl)-3-methyl-5-phenoxy-3H-imidazo[4,5-b]pyridine-6-carboxamide